FC=1C=C2C(C(NC2=CC1)=O)=CC1=C(C(=CN1)NC(C)=O)C N-(5-((5-fluoro-2-oxoindol-3-ylidene)methyl)-4-methyl-1H-pyrrol-3-yl)acetamide